N-(2-aminoethyl)-3-aminopropyl-triethoxysilane 2-phosphoascorbate P(=O)(O)(O)OC=1C(=O)O[C@@H](C1O)[C@@H](O)CO.NCCNCCC[Si](OCC)(OCC)OCC